(S)-2-amino-3-(4-((7-(4-aminophenyl)naphthalen-1-yl)methoxy)-3,5-dichlorophenyl)propanoic acid N[C@H](C(=O)O)CC1=CC(=C(C(=C1)Cl)OCC1=CC=CC2=CC=C(C=C12)C1=CC=C(C=C1)N)Cl